3-(2-chlorophenoxy)phenylboronic acid ClC1=C(OC=2C=C(C=CC2)B(O)O)C=CC=C1